NC1=C(C(=NC=N1)NC(C)C1CCN(CC1)C(C=C)=O)C1=CC=C(C=C1)OC1=CC=CC=C1 1-(4-(1-((6-amino-5-(4-phenoxyphenyl)pyrimidin-4-yl)amino)ethyl)piperidin-1-yl)prop-2-en-1-one